ClC1=CC=C(C=C1)N1N=CC2=CC=CC=C2C1=O 3-(4-chlorophenyl)-4-oxo-3,4-dihydrophthalazin